(+/-)-1,2-propanediol carbonate C(O)(O)=O.C([C@@H](C)O)O |r|